4-((3aR,4R,6R,6aR)-4-(5-Fluoro-2,4-dioxo-3,4-dihydropyrimidin-1(2H)-yl)-6-methyltetrahydrofuro[3,4-d][1,3]dioxol-2-yl)phenyl Isobutyrate C(C(C)C)(=O)OC1=CC=C(C=C1)C1O[C@@H]2[C@H](O1)[C@H](O[C@H]2N2C(NC(C(=C2)F)=O)=O)C